3-cyano-N-(4-{3,3-difluoro-1-[(4-fluorophenyl)carbamoyl]cyclobutyl}phenyl)benzamide C(#N)C=1C=C(C(=O)NC2=CC=C(C=C2)C2(CC(C2)(F)F)C(NC2=CC=C(C=C2)F)=O)C=CC1